ClC=1C=CC2=C(CC(CC=3N2C(=NN3)C3CCC(CC3)(F)F)NC(C)C)C1 8-chloro-1-(4,4-difluorocyclohexyl)-N-(propan-2-yl)-5,6-dihydro-4H-[1,2,4]triazolo[4,3-a][1]benzazepine-5-amine